Ethyl 2-(2-chloro-6-methyl-4-((5-oxo-4-(4-(trifluoromethoxy)phenyl)-4,5-dihydro-1H-1,2,4-triazol-1-yl)meth-yl)phenoxy)-2-methylpropionate ClC1=C(OC(C(=O)OCC)(C)C)C(=CC(=C1)CN1N=CN(C1=O)C1=CC=C(C=C1)OC(F)(F)F)C